C[C@@H]1O[C@@H](CN(C1)C1=CC=C(C=C1)NC1=NC=C(C(=N1)OCC1CCC(CC1)O)F)C 4-(((2-((4-((2S,6R)-2,6-dimethylmorpholino)phenyl)amino)-5-fluoropyrimidin-4-yl)oxy)methyl)cyclohexan-1-ol